C(C)(C)(C)OC(=O)N1C[C@H]2CC[C@@H](C1)C2N (1R,5S,8S)-8-amino-3-azabicyclo[3.2.1]Octane-3-carboxylic acid tert-butyl ester